5-Cyclopropoxy-N-((3R,4S)-3-methyl-1-(methylsulfonyl)piperidin-4-yl)-6-(1H-pyrazol-4-yl)-[1,2,4]triazolo[1,5-a]pyridin-2-amine C1(CC1)OC1=C(C=CC=2N1N=C(N2)N[C@@H]2[C@@H](CN(CC2)S(=O)(=O)C)C)C=2C=NNC2